FC=1C(=NC(=NC1)N[C@H]1[C@@H](COCC1)O)C1=CC=C2C(C=C(N(C2=C1)C(C)C)CN1CC(C1)F)=O 7-(5-fluoro-2-(((3S,4R)-3-hydroxytetrahydro-2H-pyran-4-yl)amino)pyrimidin-4-yl)-2-((3-fluoroazetidin-1-yl)methyl)-1-isopropylquinolin-4(1H)-one